CC1=CC=C2CCN(C2=C1)C(CC=1N=C(SC1)COC1=CC=CC=C1)=O 1-(6-methylindolin-1-yl)-2-(2-(phenoxymethyl)thiazol-4-yl)ethan-1-one